Cl.Cl.NCC1=CC=C(C=C1)C=1N(N=C2C1N=CN(C2=O)CC2(CCN(CC2)CC2=CC1=NC=CC(=C1S2)Cl)O)C 3-(4-(aminomethyl)phenyl)-6-((1-((7-chlorothieno[3,2-b]pyridin-2-yl)methyl)-4-hydroxypiperidin-4-yl)methyl)-2-methyl-2,6-dihydro-7H-pyrazolo[4,3-d]pyrimidin-7-one dihydrochloride